(4-ethylbenzyl)dimethylanilinium C(C)C1=CC=C(C[N+](C2=CC=CC=C2)(C)C)C=C1